BrC1=CC(=NC=C1)NCC=1N=C2N(C=C(C=C2N2CCN(CC2)C)C2CC2)C1 4-bromo-N-((6-cyclopropyl-8-(4-methylpiperazin-1-yl)imidazo[1,2-a]pyridin-2-yl)methyl)pyridin-2-amine